NC1=CC2=C(OC=3C(=NC=CC3)O2)C=C1 8-Aminobenzo[5,6][1,4]dioxino[2,3-b]pyridin